2-butylthieno[3,2-b]thiophene C(CCC)C1=CC2=C(S1)C=CS2